N-(6-fluoroquinolin-8-yl)-5-(4-hydroxy-4-(trifluoromethyl)piperidin-1-yl)pyrazine-2-carboxamide FC=1C=C2C=CC=NC2=C(C1)NC(=O)C1=NC=C(N=C1)N1CCC(CC1)(C(F)(F)F)O